(S)-N-(1-((4-(3,5-dimethylpyridin-4-yl)-3-fluorophenyl)amino)-1-oxo-3,3-diphenylpropan-2-yl)-1-methyl-1H-pyrazole-5-carboxamide CC=1C=NC=C(C1C1=C(C=C(C=C1)NC([C@H](C(C1=CC=CC=C1)C1=CC=CC=C1)NC(=O)C1=CC=NN1C)=O)F)C